NC(CC(=O)O)CC1=CC(=C(C=C1)F)F l-3-amino-4-(3,4-difluorophenyl)butanoic acid